C(C=C)N[C@@H](CCCCN)C(=O)O N-allyl-L-lysine